BrC1=NC(=CC=C1N1CN(C2=CC(=C(C=C2C1=O)F)C(F)(F)F)C1=C(COCCNC(OC(C)(C)C)=O)C=C(C=C1)F)OC tert-butyl (2-((2-(3-(2-bromo-6-methoxypyridin-3-yl)-6-fluoro-4-oxo-7-(trifluoromethyl)-3,4-dihydroquinazolin-1(2H)-yl)-5-fluorobenzyl)oxy)ethyl)carbamate